ClC1=C(C(=CC=C1)C=1C=C2C(=NN1)NC[C@@]1(N2C[C@@H](C1)N(C1CCNCC1)CC)CC)O 2-chloro-6-((6aR,8R)-6a-ethyl-8-(ethyl(piperidin-4-yl)amino)-5,6,6a,7,8,9-hexahydropyrrolo-[1',2':4,5]pyrazino[2,3-c]pyridazin-2-yl)phenol